C(C=C)NC1=CC(=CC=C1)C(C)(C)C N-allyl-3-(t-butyl)aniline